3-(4-bromophenyl)glutaric acid BrC1=CC=C(C=C1)C(CC(=O)O)CC(=O)O